OC1=C(C=CC=C1)NC1=NC(=NC2=CC=CC=C12)NC1=CC=C(C=C1)CC#N 2-(4-((4-((2-hydroxyphenyl)amino)quinazolin-2-yl)amino)phenyl)acetonitrile